4-[4-(6-methylsulfonyloxy-1,5-dihydro-3H-2,4-benzodioxepin-3-yl)-2-thiazolyl]-1-[2-[5-methyl-3-(trifluoromethyl)-1H-pyrazol-1-yl]acetyl]piperidine CS(=O)(=O)OC1=CC=CC=2COC(OCC21)C=2N=C(SC2)C2CCN(CC2)C(CN2N=C(C=C2C)C(F)(F)F)=O